O[C@H]1CN(CC1)C1=C(C=C2C(=N1)N=C(S2)N2CCOCC2)NC(=O)C=2N=C(OC2)C=2C=NC(=CC2)OC (R)-N-(5-(3-hydroxypyrrolidin-1-yl)-2-morpholinothiazolo[4,5-b]pyridin-6-yl)-2-(6-methoxypyridin-3-yl)oxazole-4-carboxamide